C(CC(C)C)P(O)(O)=O isopentyl-phosphonic acid